C(C(O)C)(=O)N Lactamid